N=C(CCCSCCC(=O)OCCCCCCCCCCCCCCCC)NCC(=O)OCCCCCCCC hexadecyl 3-((4-imino-4-((2-(octyloxy)-2-oxoethyl)amino)butyl)thio)propanoate